indan-dione C1(C(CC2=CC=CC=C12)=O)=O